N=1C=NN2C1C=C(C=C2)OC2=C(C=C(C=C2)NC2=NC=NN1C2=C(C=C1)N1CC(CC1)N(C(OC(C)(C)C)=O)C)C tert-butyl (1-(4-((4-([1,2,4]triazolo[1,5-a]pyridin-7-yloxy)-3-methylphenyl)amino)pyrrolo[2,1-f][1,2,4]triazin-5-yl)pyrrolidin-3-yl)(methyl)carbamate